1-Methyl-2-nitro-6-fluoro-4-pyridone CN1C(=CC(C=C1F)=O)[N+](=O)[O-]